[Li+].CC1=C(C(=CC=C1)C)N1C(N(CC1)C1=C(C=CC=C1C)C)=[N-] 1,3-bis(2',6'-dimethylphenyl)-imidazolidiminide lithium salt